1-[2-(5-chloro-2-pyridinyl)-5-(methylsulfonylmethyl)-1,2,4-triazol-3-yl]Ethylamine ClC=1C=CC(=NC1)N1N=C(N=C1C(C)N)CS(=O)(=O)C